tert-butyl 3-(2-(aminomethyl)-6-cyclopropylimidazo[1,2-a]pyridin-8-yl)-2,2-dimethylpropionate NCC=1N=C2N(C=C(C=C2CC(C(=O)OC(C)(C)C)(C)C)C2CC2)C1